CC(C)(CC(C(=O)O)N)O The molecule is a leucine derivative that is leucine substituted by a hydroxy group at position 4. It is a leucine derivative, a tertiary alcohol and a non-proteinogenic alpha-amino acid. It derives from a leucine.